4-(5-(4-fluoro-2,6-dimethylphenoxy)-1-(1-methylpiperidin-4-yl)-2-oxo-1,2-dihydropyridin-4-yl)-6-methyl-1,6-dihydro-7H-pyrrolo[2,3-c]pyridin-7-one FC1=CC(=C(OC=2C(=CC(N(C2)C2CCN(CC2)C)=O)C=2C3=C(C(N(C2)C)=O)NC=C3)C(=C1)C)C